(S)-1-cyano-N-(5-methyl-4,5,6,7-tetrahydrothiazolo[5,4-c]pyridin-2-yl)pyrrolidine-3-carboxamide C(#N)N1C[C@H](CC1)C(=O)NC=1SC=2CN(CCC2N1)C